NCCOCCOCCOCCOCCC(=O)OCCCC butyl 1-amino-3,6,9,12-tetraoxapentadecane-15-oate